1,1-diethylethylene C(C)C(=C)CC